BrC1=CC2=C(N(C(O2)=O)CCNC(\C=C\C=2OC=CC2)=O)C=C1 (E)-N-(2-(6-bromo-2-oxo-2,3-dihydro-1,3-benzooxazol-3-yl)ethyl)-3-(2-furanyl)acrylamide